BrC=1C=CC2=C(C(OC(N2)=O)=O)C1 6-bromo-1,2-dihydro-4H-3,1-benzoxazine-2,4-dione